FC(C=1C2=C(N(N1)CC(=O)OCC)C1(SCCS1)C1C2C1)F ethyl 2-(3-(difluoromethyl)-4,4a-dihydrospiro[cyclopropa[3,4]cyclopenta[1,2-c]pyrazole-5,2'-[1,3]dithiolane]-1(3bH)-yl)acetate